FC=1C=C(C=CC1N1CCOCC1)[N+]#[C-] 3-fluoro-4-morpholinylphenylisonitrile